4-((5-fluoropyridin-2-yl)ethynyl)-1-((2-(trimethylsilyl)ethoxy)methyl)-1H-pyrrolo[2,3-b]Pyridine-3-carbonitrile FC=1C=CC(=NC1)C#CC1=C2C(=NC=C1)N(C=C2C#N)COCC[Si](C)(C)C